FC1([C@@H](COC1)NC(N([C@H](CC)C1=CC=NC=C1)C)=O)F 3-[(3R)-4,4-difluorotetrahydrofuran-3-yl]-1-methyl-1-[(1R)-1-(4-pyridyl)propyl]urea